N-(5-chloro-2,3-dihydro-1H-inden-1-yl)-2-oxo-6-(trifluoromethyl)-1,2-dihydropyridine-3-carboxamide ClC=1C=C2CCC(C2=CC1)NC(=O)C=1C(NC(=CC1)C(F)(F)F)=O